N-[1-[1-[2-[1-(6-Methylpyrazin-2-yl)-4-piperidyl]ethyl]-4,5,6,7-tetrahydroindazol-3-carbonyl]-4-piperidyl]acetamid CC1=CN=CC(=N1)N1CCC(CC1)CCN1N=C(C=2CCCCC12)C(=O)N1CCC(CC1)NC(C)=O